C(C)OC(=O)C=1C(=NN2C1N=C(C=C2)C#C[Si](C)(C)C)NC(=O)OC(C)(C)C 2-((tert-butoxycarbonyl)amino)-5-((trimethylsilyl)ethynyl)pyrazolo[1,5-a]Pyrimidine-3-carboxylic acid ethyl ester